COC=1C=C(CC[C@@H]2NCCC3=CC(=C(C=C23)O)O)C=C(C1OC)OC (S)-1-(3,4,5-trimethoxyphenethyl)-1,2,3,4-tetrahydroisoquinoline-6,7-diol